C(C1=CC=CC=C1)OCCOCCOCCOCCOCCOCCOCCO 2-[2-[2-[2-[2-[2-(2-benzyloxyethoxy)ethoxy]ethoxy]ethoxy]ethoxy]ethoxy]ethanol